C(#C)[SiH2]C=C(C)C ethynyldimethylvinylsilane